4-fluoro-5-((5-(3-(5-isopropyloxazol-2-yl)cyclopentyl)-1H-pyrazol-3-yl)amino)-1,3-dihydrobenzo[c]thiophene 2,2-dioxide FC1=C(C=CC=2CS(CC21)(=O)=O)NC2=NNC(=C2)C2CC(CC2)C=2OC(=CN2)C(C)C